FC(COC=1C=C(C=CC1)C1=C(C(=C(C(=C1F)F)N(C(OC(C)(C)C)=O)C(=O)C=1C(=NN2C1C=CC=C2)O)F)F)(C)F Tert-butyl (3'-(2,2-difluoropropoxy)-2,3,5,6-tetrafluoro-[1,1'-biphenyl]-4-yl)(2-hydroxypyrazolo[1,5-a]pyridine-3-carbonyl)carbamate